4-(trifluoromethyl)tetrahydro-2H-pyran FC(C1CCOCC1)(F)F